6-(furan-3-yl)-N-(1H-indol-5-yl)benzo[b]thiophene-2-carboxamide O1C=C(C=C1)C=1C=CC2=C(SC(=C2)C(=O)NC=2C=C3C=CNC3=CC2)C1